tris(pentafluorophenyl)boronAn FC1=C(C(=C(C(=C1C1(B(CCCCCCC1)C1=C(C(=C(C(=C1F)F)F)F)F)C1=C(C(=C(C(=C1F)F)F)F)F)F)F)F)F